COC=1C=2N(C=C(C1)C1=C(C(=C3C=4C=C(C=CC4NC3=C1)C1CN(C1)C(=O)OC(C)(C)C)C)C)N=CN2 tert-butyl 3-(7-(8-methoxy-[1,2,4]triazolo[1,5-a]pyridin-6-yl)-5,6-dimethyl-9H-carbazol-3-yl)azetidine-1-carboxylate